6-[1-(3,5,5,8,8-pentamethyl-6,7-dihydronaphthalen-2-yl)cyclopropyl]pyridine-3-carboxylic acid CC=1C(=CC=2C(CCC(C2C1)(C)C)(C)C)C1(CC1)C1=CC=C(C=N1)C(=O)O